BrC1=CC=C(C=C1)C=1N=NNC1 4-(4-bromophenyl)-1H-1,2,3-triazol